7-fluoro-4-((2-methoxy-5-methylpyridin-3-yl)sulfonyl)-2,3,4,5-tetrahydrobenzo[f][1,4]oxazepine FC=1C=CC2=C(CN(CCO2)S(=O)(=O)C=2C(=NC=C(C2)C)OC)C1